CC=1C=C2C(C=C(OC2=CC1)C1CCOCC1)=O 6-methyl-2-tetrahydropyran-4-yl-chromen-4-one